C(N)(OC(C[C@@H](C)C1=C(C(=CC=C1)C#N)C)(C)C)=O (R)-(1-(3-cyano-2-methylphenyl)ethyl)tert-butyl carbamate